N-(5-((R*)-1-(((S)-2-Amino-3,3,3-trifluoropropyl)amino)-3-methoxypropyl)-6-chloropyridazin-3-yl)pivalamide N[C@@H](CN[C@H](CCOC)C=1C=C(N=NC1Cl)NC(C(C)(C)C)=O)C(F)(F)F |o1:4|